CC1([C@H](O)[C@@H](O)[C@@H](O1)CO)N1[C@@H](CCC1)C(=O)O (1-deoxy-l-fructosyl)-proline